[Li].[Mn].[Co].[Ni].[F] fluorine nickel cobalt manganese lithium